C(#N)C1=CC=C(S1)COC1=CC=C2CCN(CC2=C1)CC1=NC2=C(N1C[C@H]1OCC1)C=C(C=C2)C(=O)O (S)-2-((7-((5-cyanothiophen-2-yl)methoxy)-3,4-dihydroisoquinolin-2(1H)-yl)methyl)-1-((oxetan-2-yl)methyl)-1H-benzo[d]imidazole-6-carboxylic acid